propyl-3-methylimidazole bis(trifluoromethanesulfonyl)imide salt [N-](S(=O)(=O)C(F)(F)F)S(=O)(=O)C(F)(F)F.C(CC)C1=NC=CN1C